C(C)(C)(C)N1N=C(N=C1)C1=C(C=C(C=C1)C(=O)N1CCN(CC1)C=1OC=2C(=NC(=CC2)C)N1)C [4-(1-tert-butyl-1,2,4-triazol-3-yl)-3-methyl-phenyl]-[4-(5-methyloxazolo[4,5-b]pyridin-2-yl)piperazin-1-yl]methanone